C1(CC1)C1=NC=NC(=C1C=1N=CC2=C(N1)C(=C(N2)CNC)CC2=CC=C(C=C2)C=2N(C=C(N2)C(F)(F)F)C)OC 1-[2-(4-cyclopropyl-6-methoxy-pyrimidin-5-yl)-7-[[4-[1-methyl-4-(trifluoromethyl)imidazol-2-yl]phenyl]methyl]-5H-pyrrolo[3,2-d]pyrimidin-6-yl]-N-methyl-methanamine